NCC1CC2(C1)CN(CC2)C(=O)OC(C)(C)C tert-butyl 2-(aminomethyl)-6-azaspiro[3.4]octane-6-carboxylate